C1(=NC=CC2=CC=CC=C12)N(C(C1=CC=C(C=C1)C=1C=NN2C1N=CC=C2)=O)[C@H]2CN(CCC2)C(=O)OC(C)(C)C tert-butyl (R)-3-(N-(isoquinolin-1-yl)-4-(pyrazolo[1,5-a]pyrimidin-3-yl)benzamido)piperidine-1-carboxylate